[Na].[Cu].[Cu]C#N cuprous cyanide, copper-sodium salt